4-(chloromethyl)-N-((1S,2S)-2-(6-fluoro-2,3-dimethyl-phenyl)-1-(5-oxo-4,5-dihydro-1,3,4-oxadiazol-2-yl)propyl)-piperidine-1-sulfonamide ClCC1CCN(CC1)S(=O)(=O)N[C@@H]([C@@H](C)C1=C(C(=CC=C1F)C)C)C=1OC(NN1)=O